(±)-cis-cyclopentaneamide C1(CCCC1)C(=O)N